N-(2,6-dimethylphenyl)-2,6-dihydroxy-5'-methyl-4-pentyl-2'-(prop-1-en-2-yl)-1',2',3',4'-tetrahydro-[1,1'-biphenyl]-3-carboxamide CC1=C(C(=CC=C1)C)NC(=O)C=1C(=C(C(=CC1CCCCC)O)C1C(CCC(=C1)C)C(=C)C)O